CC1=NC=C(C=N1)CO 2-methylpyrimidine-5-methanol